2-hydroxy-3-methylbutanoic acid OC(C(=O)O)C(C)C